(S)-5-(benzyloxy)-4-(18-(tert-butoxy)-18-oxooctadecanoylamino)-5-oxopentanoic acid C(C1=CC=CC=C1)OC([C@H](CCC(=O)O)NC(CCCCCCCCCCCCCCCCC(=O)OC(C)(C)C)=O)=O